3-(6,7-dimethoxy-1,2,3,4-tetrahydroisoquinolinyl)-1-(2,4-dimethoxyphenyl)propanone COC=1C=C2CCNC(C2=CC1OC)CC(CC1=C(C=C(C=C1)OC)OC)=O